C1(=CC=CC=C1)N1C=2C=C3C(=CC2N2C=4C(=C5C(=CC14)C=CC=C5)BC5=C2C=CC=C5)C=CC=C3 11-phenyl-5,11-dihydrodibenzo[b,i]benzo[5,6][1,4]azaborino[3,2,1-de]phenazine